tert-butyl 4-(2-(5-((4-chlorophenyl)carbamoyl)thiophen-2-yl)phenoxy)piperidine-1-carboxylate ClC1=CC=C(C=C1)NC(=O)C1=CC=C(S1)C1=C(OC2CCN(CC2)C(=O)OC(C)(C)C)C=CC=C1